O[C@H](CNCC(=O)O)C 2-(S)-(2-hydroxypropylamino)acetic acid